CSC1=CC=C(C=C1)C#CC1=C(C=CC2=CC=CC=C12)O 1-(4-methylthiophenylethynyl)-2-naphthol